[Cl-].ClC1=C(C[P+](C2=CC=CC=C2)(C2=CC=CC=C2)C2=CC=CC=C2)C=CC(=C1)Cl (2,4-dichlorobenzyl)triphenylphosphonium chloride